C(C)(C)N(P(OCCC#N)OCCSC(C1=CC=C(C=C1)OC)(C1=CC=C(C=C1)OC)C1=CC=C(C=C1)OC)C(C)C 2-cyanoethyl (2-((tris(4-methoxyphenyl)methyl)thio)ethyl) diisopropylphosphoramidite